CN1N=C(C=C1)C=1C2=C(N=C(N1)C1=CC=C(C=C1)C(F)(F)F)CN(CC2)C(CC#N)=O 3-(4-(1-methyl-1H-pyrazol-3-yl)-2-(4-(trifluoromethyl)phenyl)-5,8-dihydropyrido[3,4-d]pyrimidin-7(6H)-yl)-3-oxopropanenitrile